FC(COC1=C(C=C2CCN3C(C2=C1)=C(C(=CC3=O)OCC3OCCCC3)C)OC)F 10-(2,2-difluoro-ethoxy)-9-methoxy-1-methyl-2-(tetrahydro-pyran-2-ylmethoxy)-6,7-dihydro-pyrido[2,1-a]isoquinolin-4-one